5,6-difluoro-1-(trifluoromethanesulfonyl)-1H-benzotriazole FC1=CC2=C(N(N=N2)S(=O)(=O)C(F)(F)F)C=C1F